difluorohomoallyl alcohol FC(=CCCO)F